ClC=1C(NC(=CN1)C)=O 3-chloro-6-methylpyrazin-2(1H)-one